ClC=1N(C(C(=C(N1)C(=O)OCC)OC)=O)C Ethyl 2-Chloro-5-Methoxy-1-Methyl-6-Oxopyrimidine-4-Carboxylate